FC=1C(=NC=CC1)SC=1C=2N(C=C(C1)C=1C=NN(C1)CC(C)(C)O)N=CC2C#N 4-((3-fluoropyridin-2-yl)thio)-6-(1-(2-hydroxy-2-methylpropyl)-1H-pyrazol-4-yl)pyrazolo[1,5-a]pyridine-3-carbonitrile